methyl 4-((6-cyano-7-((3S,4R)-4-methoxytetrahydrofuran-3-yl)-7H-pyrrolo[2,3-d]pyrimidin-2-yl)amino)-3-(oxetan-3-yloxy)benzoate C(#N)C1=CC2=C(N=C(N=C2)NC2=C(C=C(C(=O)OC)C=C2)OC2COC2)N1[C@H]1COC[C@@H]1OC